C(=O)(O)C1=CC=C(C=C1)NC([C@@H](CC1C(C1)C)C1=[N+](C=C(C=C1)C1=C(C(=CC=C1C(F)(F)F)Cl)F)[O-])=O 2-((2S)-1-((4-carboxyphenyl)amino)-3-(2-methylcyclopropyl)-1-oxopropan-2-yl)-5-(3-chloro-2-fluoro-6-(trifluoromethyl)phenyl)pyridine 1-oxide